((S)-1-(((S)-4-methoxy-3-oxo-1-((S)-2-oxopyrrolidin-3-yl)butan-2-yl)amino)-4-methyl-1-oxopentan-2-yl)oxamide COCC([C@H](C[C@H]1C(NCC1)=O)NC([C@H](CC(C)C)NC(=O)C(=O)N)=O)=O